ClC=1C2=CN(N=C2C(=C(C1)C1=CC(=C(C=C1)N1CCOCC1)C#N)Cl)[C@@H](C(=O)NC=1SC=CN1)C1=C2N(C=N1)C[C@@H](C2)F |&1:25| rac-2-(4,7-Dichloro-6-(3-cyano-4-morpholinophenyl)-2H-indazol-2-yl)-2-((R)-6-fluoro-6,7-dihydro-5H-pyrrolo[1,2-c]imidazol-1-yl)-N-(thiazol-2-yl)acetamide